C(CCC\C=C/CC)OC(CCC(=O)OCCC(CCOC(CCC(OCCCC\C=C/CC)OCCCC\C=C/CC)=O)OC(=O)OCCCN(C)CC)OCCCC\C=C/CC 3-(((3-(ethyl(methyl)amino)propoxy)carbonyl)oxy)pentane-1,5-diyl bis(4,4-bis(((Z)-oct-5-en-1-yl)oxy)butanoate)